FC1=CC=2C(=NC=3N(C2N=C1)C=NN3)N(C3=CC(=CC=C3)C#CC3(CC3)C(F)(F)F)C 3-fluoro-N-methyl-N-(3-((1-(trifluoromethyl)cyclopropyl)ethynyl)phenyl)pyrido[3,2-e][1,2,4]triazolo[4,3-a]pyrimidin-5-amine